C([S-])(OCC(C)NC(=S)NCC1=CC=CC=C1)=S.[Na+] sodium O-(2-(3-benzylthioureido) propyl) dithiocarbonate